C1=CC=C(C=2C3=CC=CC=C3C=CC12)C=O phenanthrene-4-carbaldehyde